tert-butyl 4-(3-(3-(4-chloro-2-fluorophenyl)-1-hydroxyallyl)-2-hydroxyphenyl)-piperidine-1-carboxylate ClC1=CC(=C(C=C1)C=CC(O)C=1C(=C(C=CC1)C1CCN(CC1)C(=O)OC(C)(C)C)O)F